C12CN(CC(CC1)N2)C2=NC1=C(C=3C(=C(N=CC23)C2=CC(=CC3=CC=C(C(=C23)C#C)F)O)F)CN(C12COC2)C 4-[5-(3,8-diazabicyclo[3.2.1]octan-3-yl)-9-fluoro-2-methyl-spiro[1H-pyrrolo[3,4-c][2,7]naphthyridine-3,3'-oxetane]-8-yl]-5-ethynyl-6-fluoro-naphthalen-2-ol